C1(=CC=CC=C1)P(C1=C(C2=CC=CC=C2C=C1)C1=C(C=CC2=CC=CC=C12)P(C1=CC=CC=C1)C1=CC=CC=C1)C1=CC=CC=C1 2,2'-bis(diphenylphosphanyl)-1,1'-binaphthyl